tert-butyl 4-cyano-2-(2-methyl-7-nitroquinolin-3-yl)butanoate C(#N)CCC(C(=O)OC(C)(C)C)C=1C(=NC2=CC(=CC=C2C1)[N+](=O)[O-])C